6-(trifluoromethyl)-1H-1,3-benzodiazole FC(C=1C=CC2=C(NC=N2)C1)(F)F